C(C)(C)(C)OC(N(C)C1CC(C1)C1=CC(=C(C=C1)F)C(C)(C)C)=O (3-(3-(tert-butyl)-4-fluorophenyl)cyclobutyl)(methyl)carbamic acid tert-butyl ester